ClC=1C=C2C=C(NC2=CC1)C=1OC(=NN1)C1CCNCC1 (5-chloro-1H-indol-2-yl)-5-(piperidin-4-yl)-1,3,4-oxadiazole